phenylhexadecanediic acid C1(=CC=CC=C1)C(C(=O)O)CCCCCCCCCCCCCC(=O)O